N=1C=NN2C=NC(=CC21)OC2=C(C=C(C=C2)NC2=NC=NC1=CC=C(C(=C21)O[C@@H]2C(CN(CC2)C)(F)F)OC)Cl (S)-N-(4-([1,2,4]triazolo[1,5-c]pyrimidin-7-yloxy)-3-chlorophenyl)-5-((3,3-difluoro-1-methylpiperidin-4-yl)oxy)-6-methoxyquinazolin-4-amine